N-(3-chloro-5-(methylsulfonamido)phenyl)-1-methyl-5-(pyridin-2-yl)-1H-pyrazole-3-carboxamide ClC=1C=C(C=C(C1)NS(=O)(=O)C)NC(=O)C1=NN(C(=C1)C1=NC=CC=C1)C